C(#N)C=1C=C(C(=O)O)C=CC1N1N=NN=C1SCC(=O)NCC1=CC(=CC=C1)C1CC1 3-Cyano-4-(5-((2-((3-cyclopropylbenzyl)amino)-2-oxoethyl)thio)-1H-tetrazol-1-yl)benzoic acid